NC1=C(C(=NC=N1)NCCC1CCN(CC1)C(C=C)=O)C1=CC=C(C=C1)OC1=CC=CC=C1 1-(4-(2-((6-amino-5-(4-phenoxyphenyl)pyrimidin-4-yl)amino)ethyl)piperidin-1-yl)prop-2-en-1-one